Methyl (1S,3S)-3-((6-(5-((4-isobutyl-1H-1,2,3-triazol-1-yl)methyl)-1-methyl-1H-1,2,3-triazol-4-yl)-2-methylpyridin-3-yl)oxy)cyclohexane-1-carboxylate C(C(C)C)C=1N=NN(C1)CC1=C(N=NN1C)C1=CC=C(C(=N1)C)O[C@@H]1C[C@H](CCC1)C(=O)OC